C(C=C)(=O)O.C(C=C)(=O)O.COC methyl ether diacrylate